2,4,6-trimethylbenzoyl-phosphonic acid ethyl ester C(C)OP(O)(=O)C(C1=C(C=C(C=C1C)C)C)=O